CC1([C@@H](N2[C@H](S1)[C@H](NC2=O)C(=O)O)C(NCC#C)=O)C (3S,7R,7aR)-2,2-dimethyl-5-oxo-3-((prop-2-yn-1-yl)carbamoyl)hexahydroimidazo[5,1-b]thiazole-7-carboxylic acid